C(C)N1CC2(OC3(CC3)C1=O)CCN(CC2)CC2=C(C=CC=C2)F 12-Ethyl-8-(2-fluorobenzyl)-4-oxa-8,12-diazadispiro[2.1.5.3]tridecan-13-on